ClC=1C(=C2C=CC=NC2=CC1)NC1=C(C(N(S1)C)=S)C#N 5-((6-chloroquinolin-5-yl)amino)-2-methyl-3-thioxo-2,3-dihydroisothiazole-4-carbonitrile